BrCCCCCCCCOC(C(CCCCCCF)CCCC)=O.ClC=1C=C(C(=O)N[C@H](C)C2=NC=CN=C2C=2SC=CN2)C=C(C1)C(F)(F)F |r| (rac)-3-chloro-N-(1-(3-(thiazol-2-yl)pyrazin-2-yl)ethyl)-5-(trifluoromethyl)benzamide 8-bromooctyl-2-butyl-8-fluorooctanoate